2-((tert-butoxycarbonyl)amino)-2-((1r,4r)-4-(trifluoromethyl)cyclohexyl)acetic acid C(C)(C)(C)OC(=O)NC(C(=O)O)C1CCC(CC1)C(F)(F)F